(E)-1-(4-(trifluoromethyl)phenyl)but-3-en-1-one oxime FC(C1=CC=C(C=C1)/C(/CC=C)=N/O)(F)F